CN1C(=NC2=C1C=CC(=C2)C(=O)O)NC=2OC1=C(N2)C=CC(=C1)N1CCCC1 1-methyl-2-((6-(pyrrolidin-1-yl)benzo[d]oxazol-2-yl)amino)-1H-benzo[d]imidazole-5-carboxylic acid